(R)-7-((6-((dimethylamino)-methyl)-5-(3-(2-hydroxypropan-2-yl)piperidin-1-yl)pyridin-2-yl)amino)-4-(7-fluoroimidazo[1,2-a]pyridin-3-yl)isoindolin-1-one CN(C)CC1=C(C=CC(=N1)NC=1C=CC(=C2CNC(C12)=O)C1=CN=C2N1C=CC(=C2)F)N2C[C@@H](CCC2)C(C)(C)O